C1(CC1)C1=NC=NC(=C1C=1N=C(C2=C(N1)CCN(C2)C#N)N(C)CC2=CC=C(C=C2)C=2N(C=C(N2)C(F)(F)F)C(C)C)OC 2-(4-cyclopropyl-6-methoxypyrimidin-5-yl)-4-((4-(1-isopropyl-4-(trifluoro-methyl)-1H-imidazol-2-yl)benzyl)(methyl)amino)-7,8-dihydropyrido[4,3-d]pyrimidine-6(5H)-carbonitrile